4-[3-(2-chloro-4-methylsulfanyl-methoxy-phenyl)-[1,4]oxazepan-4-yl]-6-methyl-pyrimidin-2-ylamine ClC1=C(C=CC(=C1OC)SC)C1COCCCN1C1=NC(=NC(=C1)C)N